tert-butyl N-amino-N-[2-(dimethylamino)ethyl]carbamate NN(C(OC(C)(C)C)=O)CCN(C)C